(2S,4R)-2'-(tert-butyl)-2-methyl-1-((1-methyl-1H-pyrazol-4-yl)methyl)-4',5'-dihydrospiro[piperidine-4,7'-thieno[2,3-c]pyran] C(C)(C)(C)C1=CC2=C([C@]3(OCC2)C[C@@H](N(CC3)CC=3C=NN(C3)C)C)S1